N-(2-((2R,3R)-2-methyl-1-(oxetan-3-yl)piperidin-3-yl)thieno[2,3-b]pyridin-4-yl)benzo[d]thiazol-5-amine C[C@H]1N(CCC[C@H]1C1=CC=2C(=NC=CC2NC=2C=CC3=C(N=CS3)C2)S1)C1COC1